5-(1H-indol-3-yl)-4-{1-[1-(2,2,2-trifluoroethyl)piperidin-4-yl]indol-3-yl}-1,2-dihydropyrazol-3-one N1C=C(C2=CC=CC=C12)C1=C(C(NN1)=O)C1=CN(C2=CC=CC=C12)C1CCN(CC1)CC(F)(F)F